C(C(=C)C)(=O)N[SiH3] Methacrylamido-Silan